bis(N,N'-di-t-butylacetamidine) nickel [Ni].C(C)(C)(C)NC(C)=NC(C)(C)C.C(C)(C)(C)NC(C)=NC(C)(C)C